ethyl (3S)-3-amino-3-[4-fluoro-2'-hydroxy-6'-methyl-5-(trifluoromethyl)-[1,1'-biphenyl]-3-yl]propanoate N[C@@H](CC(=O)OCC)C=1C=C(C=C(C1F)C(F)(F)F)C1=C(C=CC=C1C)O